N-(3-(5-(2-(azetidin-1-yl)pyrimidin-5-yl)-1H-pyrrolo[2,3-b]pyridine-3-carbonyl)-2,6-difluorophenyl)propane-1-sulfonamide N1(CCC1)C1=NC=C(C=N1)C=1C=C2C(=NC1)NC=C2C(=O)C=2C(=C(C(=CC2)F)NS(=O)(=O)CCC)F